trans-1,2-bis(4-bromophenyl)ethylene BrC1=CC=C(C=C1)\C=C\C1=CC=C(C=C1)Br